C1(CCC1)C1=CNC=2N=CC=3CN(CCC3C21)C(C)=O 1-(1-cyclobutyl-3,6,8,9-tetrahydro-7H-pyrrolo[2,3-c][2,7]naphthyridin-7-yl)ethan-1-one